OC(=O)C(F)(F)F.FC1=C(C=CC(=C1C#CC=1C=C2C(=NC1)NN=C2)F)NS(=O)(=O)C2=C(C=CC(=C2)C)C N-(2,4-difluoro-3-(1H-pyrazolo[3,4-b]pyridin-5-ylethynyl)phenyl)-2,5-dimethylbenzenesulfonamide TFA salt